4-([1,1'-biphenyl]-4-ylmethyl)-2,5-dibromothiophene-3-carboxylic acid C1(=CC=C(C=C1)CC=1C(=C(SC1Br)Br)C(=O)O)C1=CC=CC=C1